[Au+3].C(C)(C)OC(=O)OC\C(=C(/C(=O)[O-])\COC(=O)OC(C)C)\C(=O)[O-].CO[C@@H](CN1C2=NC=NC(=C2N=C1)N)C.C(C)(C)OC(=O)OC\C(=C(/C(=O)[O-])\COC(=O)OC(C)C)\C(=O)[O-].C(C)(C)OC(=O)OC\C(=C(/C(=O)[O-])\COC(=O)OC(C)C)\C(=O)[O-].[Au+3] (R)-9-(2-methoxypropyl)adenine di(isopropoxycarbonyloxymethyl)fumarate Gold